F[C@@H]1C[C@H](NC1)C(=O)N[C@@H](C1=CC=CC=C1)C1=NC(=C(C=C1)C1(CC1)C)F (2S,4R)-4-fluoro-N-((S)-(6-fluoro-5-(1-methylcyclopropyl)pyridin-2-yl)(phenyl)methyl)pyrrolidine-2-carboxamide